C(#N)C1=CC(=C(COC2=CC=CC(=N2)C2=CC(=C(CC3=NC4=C(N3C[C@H]3OCC3)C=C(C=C4)C(=O)O)C=C2)F)C=C1)F (S)-2-(4-(6-((4-cyano-2-fluorobenzyl)oxy)pyridin-2-yl)-2-fluorobenzyl)-1-(oxetan-2-ylmethyl)-1H-benzo[d]imidazole-6-carboxylic acid